N-(tert-butyloxycarbonylamino)phthalimide C(C)(C)(C)OC(=O)NN1C(C=2C(C1=O)=CC=CC2)=O